ClC1=NC(=C(C(=O)OC)C=C1B1OC(C(O1)(C)C)(C)C)OC methyl 6-chloro-2-methoxy-5-(4,4,5,5-tetramethyl-1,3,2-dioxaborolan-2-yl)nicotinate